C(C(C)C)C1=C(C=CC=C1)C(=O)OC(CO)CO 2-(2-isobutylphenyl)formyloxy-1,3-propanediol